COCCCNC(=O)N 1-(3-methoxypropyl)urea